(S)-4-((6-Fluoropyridin-2-yl)methyl)-N-(8-((1-hydroxycyclobutyl)ethynyl)-1-methyl-2-oxo-2,3,4,5-tetrahydro-1H-benzo[b]azepin-3-yl)-1H-pyrazol-1-carboxamid FC1=CC=CC(=N1)CC=1C=NN(C1)C(=O)N[C@H]1CCC2=C(N(C1=O)C)C=C(C=C2)C#CC2(CCC2)O